O1CC(CC1)OC1=NC=CC=C1B1OC(C(O1)(C)C)(C)C 2-tetrahydrofuran-3-yloxy-3-(4,4,5,5-tetramethyl-1,3,2-dioxaborolan-2-yl)pyridine